[Fe].[Cd] cadmium-iron